Methyl pyrimidine-6-carboxylate N1=CN=CC=C1C(=O)OC